[Ca].[Si].[Al].[Fe] iron aluminum silicon-calcium